C1(=CC=CC=C1)C1=C(C(=NC=C1)NCC1(CCC1)C(F)(F)F)C1=NC2=C(N1)COCC2 4-phenyl-3-(3,4,6,7-tetrahydropyrano[3,4-d]imidazol-2-yl)-N-((1-(trifluoromethyl)cyclobutyl)methyl)pyridin-2-amine